C(=O)(OC(C)(C)C)NNC(C(=O)O)(C)C1CC1 2-(2-Boc-hydrazino)-2-cyclopropylpropionic acid